C(C1=CC=CC=C1)C1=CC(=C(S1)NC(COC1=CC=CC=C1)=O)C(=O)N 5-benzyl-2-[(phenoxyacetyl)amino]-3-thiophenecarboxamide